5-fluoro-3-(trifluoromethyl)indoline FC=1C=C2C(CNC2=CC1)C(F)(F)F